2-fluoro-N-(6-(6-fluoro-7-(prop-1-en-2-yl)-5-(trifluoromethyl)-1H-indazol-4-yl)imidazo[1,2-a]pyrazin-2-yl)cyclopropane-1-carboxamide FC1C(C1)C(=O)NC=1N=C2N(C=C(N=C2)C2=C3C=NNC3=C(C(=C2C(F)(F)F)F)C(=C)C)C1